4,4'-dibromo diphenyl ether C1=CC(=CC=C1OC2=CC=C(C=C2)Br)Br